CN(S(=O)(=O)C=1C=C(C=CC1)CS(=O)(=O)[O-])C.[Na+] sodium [3-(dimethylsulfamoyl)phenyl]methanesulfonate